C(C)(C)(C)C(C(C#N)(C)N=NC(C#N)(C)C)C(C)(C)C di-tert-butyl-azodiisobutyronitrile